NC1=NN2C(N=C(C=C2)C=2C=C3CN(C(C3=C(C2)C(F)(F)F)=O)[C@@H](C)C2CC2)=C1C(=O)N[C@@H]1C(NCC1)=O 2-amino-5-{2-[(1S)-1-cyclopropylethyl]-1-oxo-7-(trifluoromethyl)-2,3-dihydro-1H-isoindol-5-yl}-N-[(3S)-2-oxopyrrolidin-3-yl]pyrazolo[1,5-a]pyrimidine-3-carboxamide